Tert-Butyl N-[(Z)-4-(4-bromo-2-methyl-benzimidazol-1-yl)-3-fluoro-but-2-enyl]carbamate BrC1=CC=CC=2N(C(=NC21)C)C/C(=C/CNC(OC(C)(C)C)=O)/F